deoxyadenosine-5'-triphosphate P(O)(=O)(OP(=O)(O)OP(=O)(O)O)OC[C@@H]1[C@H](C[C@@H](O1)N1C=NC=2C(N)=NC=NC12)O